methanamine HCl salt Cl.CN